C(C)(=O)N1CCN(CC1)CCNC(=O)C=1C=C(C(=NC1)C)C=1N2C(SC1C=1C=NN(C1)C)=C(C=N2)C(=O)N (5-((2-(4-acetylpiperazin-1-yl)ethyl)carbamoyl)-2-methylpyridin-3-yl)-2-(1-methyl-1H-pyrazol-4-yl)pyrazolo[5,1-b]Thiazole-7-carboxamide